N-(5-bromoquinolin-8-yl)-4-(trifluoromethyl)benzamide Methyl-(5-((6-(4-hydroxypiperidin-1-yl)pyridin-3-yl)thio)-1H-benzo[d]imidazol-2-yl)carbamate CN(C(O)=O)C1=NC2=C(N1)C=CC(=C2)SC=2C=NC(=CC2)N2CCC(CC2)O.BrC2=C1C=CC=NC1=C(C=C2)NC(C2=CC=C(C=C2)C(F)(F)F)=O